(R)-6-(1-(2-(3-methoxypyrrolidin-1-yl)ethyl)-1H-pyrazol-4-yl)-4-(1-(pentan-3-yl)-1H-pyrazol-4-yl)pyrazolo[1,5-a]pyrazine CO[C@H]1CN(CC1)CCN1N=CC(=C1)C=1N=C(C=2N(C1)N=CC2)C=2C=NN(C2)C(CC)CC